N1(CCC1)C[C@@H](C(=O)O)C(C)C (s)-2-(azetidin-1-ylmethyl)-3-methylbutanoic acid